CC1(OB(OC1(C)C)C1=CC=C(OCCCN2CCOCC2)C=C1)C 4-(3-(4-(4,4,5,5-tetramethyl-1,3,2-dioxaborolan-2-yl)phenoxy)propyl)morpholine